(E)-2-dodecene C\C=C\CCCCCCCCC